FC([C@]1(CN(CC1)C(C)(C)C=1C=NC(=CC1)C)CCC=1SC(=CC1)F)(F)NC(OC1=CC=CC=C1)=O |o1:2| phenyl (R or S)-(difluoro(3-(2-(5-fluorothiophen-2-yl)ethyl)-1-(2-(6-methylpyridin-3-yl)propan-2-yl)pyrrolidin-3-yl)methyl)carbamate